(5'S,7a'R)-5'-(3,5-difluorophenyl)-1-(6-phenylpyrimidin-4-yl)tetrahydro-3'H-spiro[piperidine-4,2'-pyrrolo[2,1-b][1,3]oxazol]-3'-one FC=1C=C(C=C(C1)F)[C@@H]1CC[C@H]2OC3(C(N21)=O)CCN(CC3)C3=NC=NC(=C3)C3=CC=CC=C3